NC1=C(C=C(OC2=NC3=CC(=C(C=C3C=C2)C(=O)N)OC)C=C1)Cl (4-amino-3-chlorophenoxy)-7-methoxyquinoline-6-formamide